[Cl-].C=[NH+]N(C)C methylene-dimethylaminoammonium chloride